COC=1C=C(C=C(C1)OC)[C@H]1C[C@@H]([C@H]2[C@@H]1OC(O2)(C)C)O (3aS,4S,6R,6aR)-6-(3,5-Dimethoxyphenyl)-2,2-dimethyl-tetrahydro-3aH-cyclopenta[d][1,3]dioxol-4-ol